2-(2-(4-fluorophenyl)-3-(pyridin-4-yl)-4,5,6,7-tetrahydropyrazolo[1,5-a]pyrazin-7-yl)-N-methylacetamide hydrochloride Cl.FC1=CC=C(C=C1)C1=NN2C(CNCC2CC(=O)NC)=C1C1=CC=NC=C1